(5-((2-(5-azaspiro[3.4]oct-5-yl)ethyl)carbamoyl)-2-methylpyridin-3-yl)-2-(1-methyl-1H-pyrazol-4-yl)pyrazolo[5,1-b]thiazole-7-carboxamide C1CCC12N(CCC2)CCNC(=O)C=2C=C(C(=NC2)C)C=2N1C(SC2C=2C=NN(C2)C)=C(C=N1)C(=O)N